[Li].CN1CC2=C(CC1)N=C(S2)C(=O)O 5-methyl-4,5,6,7-tetrahydrothiazolo[5,4-c]pyridine-2-carboxylic acid lithium